tert-butyl 6-[3-[benzyloxycarbonyl(methyl)amino]phenyl]-2,6-diazaspiro[3.3]heptane-2-carboxylate C(C1=CC=CC=C1)OC(=O)N(C=1C=C(C=CC1)N1CC2(CN(C2)C(=O)OC(C)(C)C)C1)C